2,4,5-tribromo-1-{2-[2-(2-methoxyethoxy)ethoxy]ethyl}imidazole BrC=1N(C(=C(N1)Br)Br)CCOCCOCCOC